3-(4-amino-1H-pyrazol-1-yl)propionitrile NC=1C=NN(C1)CCC#N